C(C)(C)OC([C@@H](NP(=O)(OC1=CC=CC=C1)OC1=CC=C(C=C1)[N+](=O)[O-])C)=O ((p-nitrophenoxy)(phenoxy)phosphoryl)-L-alanine isopropyl ester